C(C)OC(C(C(C(=O)OCC)CC1CCCCC1)CC1CCCCC1)=O 2,3-bis(cyclohexylmethyl)succinic acid diethyl ester